((S)-1-(2-Chloro-3-fluorophenyl)ethoxy)-N-((R,E)-4-(methylsulfonyl)but-3-en-2-yl)-4-(1-(trifluoromethyl)cyclopropyl)pyrimidine-2-carboxamide ClC1=C(C=CC=C1F)[C@H](C)OC=1C(=NC(=NC1)C(=O)N[C@H](C)\C=C\S(=O)(=O)C)C1(CC1)C(F)(F)F